6-[5-(6-methyl-2-pyridyl)-1H-imidazol-4-yl]-3-(1H-pyrazol-4-yl)quinoline CC1=CC=CC(=N1)C1=C(N=CN1)C=1C=C2C=C(C=NC2=CC1)C=1C=NNC1